2-methyl-7-((4-methylbenzyl)oxy)-2,3-dihydronaphtho[1,2-b]furan-4,5-dione CC1CC2=C(O1)C1=CC=C(C=C1C(C2=O)=O)OCC2=CC=C(C=C2)C